trityl-4,5-dihydro-1H-pyrazolo[4,3-h]quinazoline-3-carboxylate C(C1=CC=CC=C1)(C1=CC=CC=C1)(C1=CC=CC=C1)OC(=O)C1=NNC2=C1CCC=1C=NC=NC21